OC1=CC=C(C=C1)/C=C/C(=O)O (E)-3-(4-hydroxyphenyl)prop-2-enoic acid